tert-butyl 5-[5-[[6-methyl-4-(methylamino)-2-pyridyl]amino]-2,3-dihydrofuro[3,2-b]pyridine-7-yl]-2,3,4,7-tetrahydroazepine-1-carboxylate CC1=CC(=CC(=N1)NC1=CC(=C2C(=N1)CCO2)C=2CCCN(CC2)C(=O)OC(C)(C)C)NC